N-(methacryloxyethyl)succinimide C(C(=C)C)(=O)OCCN1C(CCC1=O)=O